NC(C(=O)O)CC1=CC(=CC=C1)O amino-3-(3-hydroxyphenyl)propanoic acid